ClC=1C=C(C=CC1)C1(CN(C1)C=1C=2N(C=CC1)N=C(N2)NC=2C=NN(C2)CC(=O)N2CCN(CC2)CCOC)CC#N 2-[3-(3-chlorophenyl)-1-[2-[[1-[2-[4-(2-methoxyethyl)piperazin-1-yl]-2-oxoethyl]pyrazol-4-yl]amino]-[1,2,4]triazolo[1,5-a]pyridin-8-yl]azetidin-3-yl]acetonitrile